(3S,4S)-1-(4-(((S)-2-heptanamido-3-(octylamino)-3-oxopropyl)carbamoyl)benzoyl)-N3,N4-bis((1S,2R)-2-phenylcyclopropyl)pyrrolidine-3,4-dicarboxamide C(CCCCCC)(=O)N[C@@H](CNC(=O)C1=CC=C(C(=O)N2C[C@H]([C@@H](C2)C(=O)N[C@@H]2[C@H](C2)C2=CC=CC=C2)C(=O)N[C@@H]2[C@H](C2)C2=CC=CC=C2)C=C1)C(=O)NCCCCCCCC